3-(4-((1-(2-(4-(4-(4'-chloro-5'-oxo-5'H-spiro[cyclohexane-1,7'-indolo[1,2-a]quinazolin]-10'-yl)piperidin-1-yl)cyclohexyl)ethyl)piperidin-4-yl)methyl)phenyl)piperidine-2,6-dione ClC=1C=2C(N=C3N(C2C=CC1)C1=CC(=CC=C1C31CCCCC1)C1CCN(CC1)C1CCC(CC1)CCN1CCC(CC1)CC1=CC=C(C=C1)C1C(NC(CC1)=O)=O)=O